N-(6-(2-chloro-5-fluorophenyl)-3-(2,2-difluoroethyl)-1-fluoro-6-hydroxy-8-oxo-3,6,7,8-tetrahydropyrrolo[3,4-e]indazol-5-yl)-3-fluoro-5-(trifluoromethyl)benzamide ClC1=C(C=C(C=C1)F)C1(NC(C=2C=3C(=NN(C3C=C(C21)NC(C2=CC(=CC(=C2)C(F)(F)F)F)=O)CC(F)F)F)=O)O